(3R,6S)-1-benzyl-6-(2-hydroxyethyl)-3-methyl-piperazine-2,5-dione C(C1=CC=CC=C1)N1C([C@H](NC([C@@H]1CCO)=O)C)=O